CETYLTRIMETHYLAMMONIUM AMMONIUM BROMIDE [Br-].[NH4+].C(CCCCCCCCCCCCCCC)[N+](C)(C)C.[Br-]